N-(4-(4-amino-3-(4-((5-chloro-4-methylpyrimidin-2-yl)oxy)phenyl)-7-cyano-1-methyl-1H-pyrrolo[3,2-c]pyridin-2-yl)-3-chlorophenyl)acrylamide NC1=NC=C(C2=C1C(=C(N2C)C2=C(C=C(C=C2)NC(C=C)=O)Cl)C2=CC=C(C=C2)OC2=NC=C(C(=N2)C)Cl)C#N